CN(C1(CCC2(CN(C(N2)=O)C2=NC=C(C=C2)S(=O)(=O)C)CC1)C1=CC(=CC=C1)F)C Cis-8-dimethylamino-8-(3-fluorophenyl)-3-(5-methylsulfonyl-pyridin-2-yl)-1,3-diazaspiro[4.5]decan-2-one